6-{5-chloro-2-[(oxacyclohex-4-yl)amino]pyrimidin-4-yl}-2-[2-(2-methylpiperidin-1-yl)-2-oxoethyl]-2,3-dihydro-1H-isoindol-1-one ClC=1C(=NC(=NC1)NC1CCOCC1)C1=CC=C2CN(C(C2=C1)=O)CC(=O)N1C(CCCC1)C